[N+](=O)([O-])C1=C2CCC(C2=CC=2CCCC12)=O 4-nitro-3,5,6,7-tetrahydro-s-indacen-1(2H)-one